1,4-bis(ethoxycarbonylmethoxy)-2,3,5,6-tetrachlorobenzene C(C)OC(=O)COC1=C(C(=C(C(=C1Cl)Cl)OCC(=O)OCC)Cl)Cl